((2R*,3S*,4S*,5R*)-3-(3,4-Difluoro-2-methoxyphenyl)-4,5-dimethyl-5-(trifluoromethyl)tetrahydrofuran-2-yl)-5-(1-methoxypropan-2-yl)-6-methylpyrimidin-4(1H)-one FC=1C(=C(C=CC1F)[C@H]1[C@@H](O[C@]([C@H]1C)(C(F)(F)F)C)N1C=NC(C(=C1C)C(COC)C)=O)OC |o1:8,9,11,12|